(1R,2S,5S)-3-(diphenylcarbamoyl)-8-(methyl(quinoline-2-ylmethyl)carbamoyl)-3,8-diazabicyclo[3.2.1]octane-2-carboxylic acid C1(=CC=CC=C1)N(C(=O)N1[C@@H]([C@H]2CC[C@@H](C1)N2C(N(CC2=NC1=CC=CC=C1C=C2)C)=O)C(=O)O)C2=CC=CC=C2